(R)-N-((R)-1-(2-(1-fluorocyclobutyl)-3,6-dimethyl-4-oxo-3,4-dihydroquinazolin-8-yl)ethyl)-2-methylpropane-2-sulfinamide FC1(CCC1)C1=NC2=C(C=C(C=C2C(N1C)=O)C)[C@@H](C)N[S@](=O)C(C)(C)C